FC(C(=O)O)(F)F.N1CC(C1)=NOC[C@H](CO)O (2S)-3-{[(azetidin-3-ylidene)amino]oxy}propane-1,2-diol trifluoroacetate salt